C(C1=CC=CC=C1)C=1C(=NC2=CC=CC=C2N1)NCCN1CCCC1 3-benzyl-N-(2-(pyrrolidin-1-yl)ethyl)quinoxalin-2-amine